Thiophenyl-(n-propyl-n-pentyl) thiophosphite P(SC(CCCC)(CCC)C=1SC=CC1)([O-])[O-]